COC(=O)C=1N(C(C(C1C(=O)OC)(C)C)=O)C1CC1 1-cyclopropyl-4,4-dimethyl-5-oxo-4,5-dihydro-1H-pyrrole-2,3-dicarboxylic acid dimethyl ester